N,N,N-trimethyl-2-{[4-(phenylsulfanyl)butanoyl]oxy}ethan-1-Aminium Chloride [Cl-].C[N+](CCOC(CCCSC1=CC=CC=C1)=O)(C)C